(3-FLUORO-4-([(4-FLUOROPHENYL)SULFANYL]METHYL)PHENYL)BORANEDIOL FC=1C=C(C=CC1CSC1=CC=C(C=C1)F)B(O)O